4-(1-Tosyl-1H-benzo[d]imidazol-2-yl)benzonitrile S(=O)(=O)(C1=CC=C(C)C=C1)N1C(=NC2=C1C=CC=C2)C2=CC=C(C#N)C=C2